7-bromo-8-fluoro-2-((1-(pyrrolidin-1-ylmethyl)cyclopropyl)methoxy)quinazolin-4-yl-2-(Cyanomethyl)piperazine-1-carboxylate BrC1=CC=C2C(=NC(=NC2=C1F)OCC1(CC1)CN1CCCC1)OC(=O)N1C(CNCC1)CC#N